BrC1CC(OCC1)C=1C=NN(C1)C 4-(4-bromotetrahydropyran-2-yl)-1-methyl-pyrazole